FC(C(=O)N[C@H]1[C@@](N(C(C1)=O)C=1C=C2C=NN(C2=CC1)C1=CC=C(C=C1)F)(C1=CC=CC=C1)C)(C)F 2,2-difluoro-N-(trans-1-(1-(4-fluorophenyl)-1H-indazol-5-yl)-2-methyl-5-oxo-2-phenylpyrrolidin-3-yl)propanamide